1-(2-((1R,3S,5R)-3-((6-bromo-3-methylpyridin-2-yl)carbamoyl)-5-methyl-2-azabicyclo[3.1.0]hexan-2-yl)-2-oxoethyl)-7-methyl-5-(2-methylpyrimidin-5-yl)-1H-indazole-3-carboxamide BrC1=CC=C(C(=N1)NC(=O)[C@H]1N([C@@H]2C[C@@]2(C1)C)C(CN1N=C(C2=CC(=CC(=C12)C)C=1C=NC(=NC1)C)C(=O)N)=O)C